hydroxyethylethyl acrylate C(C=C)(=O)OC(C)CCO